OCNC(C=C)=O N-hydroxymethyl-acryl-amide